N-(2-(4-(((allyloxy)carbonyl)amino)phenyl)thiazole-4-carbonyl)-O-(tert-butyldiphenylsilyl)-L-serine C(C=C)OC(=O)NC1=CC=C(C=C1)C=1SC=C(N1)C(=O)N[C@@H](CO[Si](C1=CC=CC=C1)(C1=CC=CC=C1)C(C)(C)C)C(=O)O